1,2,5,5-tetrafluoro-1,2-dimethylcyclopentane FC1(C(CCC1(F)F)(C)F)C